(8-(3-(3,5-Dimethylisoxazol-4-yl)-7-isopropyl-1H-indol-5-yl)isoquinolin-3-yl)-N-(4-(2-(2,6-dioxopiperidin-3-yl)-1-oxoisoindolin-4-yl)but-3-yn-1-yl)picolinamide CC1=NOC(=C1C1=CNC2=C(C=C(C=C12)C=1C=CC=C2C=C(N=CC12)C=1C(=NC=CC1)C(=O)NCCC#CC1=C2CN(C(C2=CC=C1)=O)C1C(NC(CC1)=O)=O)C(C)C)C